(R*)-N-(5-(1-amino-3-methoxypropyl)-6-chloropyridazin-3-yl)pivalamide N[C@H](CCOC)C=1C=C(N=NC1Cl)NC(C(C)(C)C)=O |o1:1|